(3R)-8-bromo-3-(tert-butoxycarbonylamino)-4-oxo-3,5-dihydro-2H-1,5-benzothiazepine BrC1=CC2=C(NC([C@H](CS2)NC(=O)OC(C)(C)C)=O)C=C1